C1(=CC=CC=C1)C1(NC2=CC=CC=C2C(=N1)C=1SC=CC1)C1=CC=CC=C1 2,2-diphenyl-4-(thiophen-2-yl)-1,2-dihydroquinazoline